C1(=CC=CC=C1)P([C-]1C(=CC=C1)C(C)NCP(C1=CC=CC=C1)C1=CC=CC=C1)C1=CC=CC=C1.[CH-]1C=CC=C1.[Fe+2] 1-(Diphenylphosphino)-2-[1-[(diphenylphosphino)methylamino]ethyl]ferrocen